N'-[5-[1-(4-ethylphenyl)pyrazol-4-yl]-1H-indol-3-yl]-N-methylethanediamide C(C)C1=CC=C(C=C1)N1N=CC(=C1)C=1C=C2C(=CNC2=CC1)NC(C(=O)NC)=O